3-(3'-((methylsulfonyl)amino)-4-(pyridin-3-yl)biphenyl-2-yl)propanamide CS(=O)(=O)NC=1C=C(C=CC1)C1=C(C=C(C=C1)C=1C=NC=CC1)CCC(=O)N